NC1=C(C2=C([C@@H]3CCCN3C2=O)N=C1CCC1=CC=C(C=C1)F)C1=CC=C(S1)C(=O)NCC1=CC(=C(C=C1)F)F (S)-5-(3-amino-2-(4-fluorophenethyl)-5-oxo-7,8,9,9a-tetrahydro-5H-pyrido[2,3-a]pyrrolizin-4-yl)-N-(3,4-difluorobenzyl)thiophene-2-carboxamide